[C@@H]12OC[C@@H](N(C1)C1=CC=C3C(=N1)NC=C3C3=NC(=NC=C3C(F)(F)F)N[C@@H]3CNCCC3)C2 (6-((1S,4S)-2-oxa-5-azabicyclo[2.2.1]hept-5-yl)-1H-pyrrolo[2,3-b]pyridin-3-yl)-N-((S)-piperidin-3-yl)-5-(trifluoromethyl)pyrimidin-2-amine